NC1=CC=C(C=C1)N1[C@H]2CN([C@@H](C1)C2)CC2CCC1(CCN(CC1)C(=O)C=1C=CC(=C(C1)N1C(NC(CC1)=O)=O)Cl)CC2 1-(5-(9-(((1R,4R)-5-(4-aminophenyl)-2,5-diazabicyclo[2.2.1]heptan-2-yl)methyl)-3-azaspiro[5.5]undecane-3-carbonyl)-2-chlorophenyl)dihydropyrimidine-2,4(1H,3H)-dione